FC(C1(COC1)NCC(=O)OCC1=CC=CC=C1)(F)F benzyl 2-[[3-(trifluoromethyl) oxetan-3-yl]amino]acetate